N=1C(CN2C1C=CC=C2)=O imidazo[1,2-a]pyridin-2(3H)-one